CC1=CC(=C(C=C1N=NC2=C3C(=CC(=C2)S(=O)(=O)O)C=C(C=C3O)S(=O)(=O)O)OC)N=NC4=C(C=C5C=C(C=CC5=C4O)NC6=CC=CC=C6)S(=O)(=O)O The molecule is a naphthalenesulfonic acid that is the free acid form of the dye Sirius red F3B (the trisodium salt). It has a role as a fluorochrome and a histological dye. It is a member of naphthols, a member of azobenzenes, a bis(azo) compound, an aminonaphthalenesulfonic acid, a secondary amino compound and an aromatic ether. It is a conjugate acid of a Durazol blue 4R(3-).